(E)-4-(4-fluorophenyl)-2-m-methoxybenzylthiazole FC1=CC=C(C=C1)C=1N=C(SC1)CC1=CC(=CC=C1)OC